C(C)OC=1C=C(C=CC1C)C1CCC2(CN(C2)C(=O)C2CC(C2)(C)O)CC1 (7-(3-Ethoxy-4-methylphenyl)-2-azaspiro[3.5]nonan-2-yl)((1s,3s)-3-hydroxy-3-methylcyclobutyl)methanon